C(C)S(=O)(=O)CC1CN(C1)C=1C=CC=C2C=C(N=CC12)NC1=NC(=NC=C1)N1CC([C@H]([C@H](C1)F)O)(C)C (4R,5S)-1-{4-[(8-{3-[(ethanesulfonyl)meth-yl]azetidin-1-yl}isoquinolin-3-yl)amino]pyrimidin-2-yl}-5-fluoro-3,3-dimethylpiperidin-4-ol